N-(4-(7-(((1R,3R,4R)-4-(dimethylamino)-3-hydroxycyclohexyl)amino)-1-isopropyl-2-oxo-1,4-dihydropyrimido[4,5-d]pyrimidin-3(2H)-yl)-2-fluorophenyl)-1-(4-fluorophenyl)methanesulfonamide CN([C@H]1[C@@H](C[C@@H](CC1)NC1=NC=C2C(=N1)N(C(N(C2)C2=CC(=C(C=C2)NS(=O)(=O)CC2=CC=C(C=C2)F)F)=O)C(C)C)O)C